methyl 4-(3,3-dipropylureido)benzoate C(CC)N(C(NC1=CC=C(C(=O)OC)C=C1)=O)CCC